2-Bromo-6-methoxybenzonitrile BrC1=C(C#N)C(=CC=C1)OC